3-(5-((1-(4'-chloro-[1,1'-biphenyl]-2-carbonyl)azetidin-3-yl)amino)-1-oxoisoindolin-2-yl)piperidine-2,6-dione ClC1=CC=C(C=C1)C=1C(=CC=CC1)C(=O)N1CC(C1)NC=1C=C2CN(C(C2=CC1)=O)C1C(NC(CC1)=O)=O